1-iodoethyl tridecyl carbonate C(OC(C)I)(OCCCCCCCCCCCCC)=O